5-[5-(adamantan-1-yl)-1,2,4-oxadiazol-3-yl]-1-(propan-2-yl)-1H-1,2,3-benzotriazole C12(CC3CC(CC(C1)C3)C2)C2=NC(=NO2)C2=CC3=C(N(N=N3)C(C)C)C=C2